C(C=C)(=O)OC1C(N(C(C=C1)(C)C)C)(C)C acryloyloxy-1,2,2,6,6-pentamethylpyridine